C(C1=CC=CC=C1)OC(=O)N(C1[C@@H]2CC[C@H](C1)N2C(=O)OC(C)(C)C)CCC(=O)N(C)C tert-butyl (1S,4R)-2-(((benzyloxy)carbonyl) (3-(dimethyl amino)-3-oxopropyl) amino)-7-azabicyclo[2.2.1]heptane-7-carboxylate